COC(=O)C1CC(=NO1)C1=CC=CC=C1 phenyl-4,5-dihydroisoxazole-5-carboxylic acid methyl ester